2-methoxy-N-(3-(8-(4-methyl-2,4,5,6-tetrahydropyrazolo[3,4-b][1,4]oxazin-3-yl)-3-(2,2,2-trifluoroethyl)imidazo[1,2-a]pyridin-2-yl)prop-2-yn-1-yl)-4-(methylsulfonyl)aniline COC1=C(NCC#CC=2N=C3N(C=CC=C3C=3NN=C4OCCN(C43)C)C2CC(F)(F)F)C=CC(=C1)S(=O)(=O)C